p-aminophenyldichloroarsine NC1=CC=C(C=C1)[As](Cl)Cl